COC(C(CCC(=O)OC)N1C(C2=CC=C(C=C2C1)OCCNC(=O)OC(C)(C)C)=O)=O.NC(C(CCC(=O)N)N1C(C2=CC=C(C=C2C1)OCCNC(OC(C)(C)C)=O)=O)=O tert-Butyl (2-((2-(1,5-diamino-1,5-dioxopentan-2-yl)-1-oxoisoindolin-5-yl)oxy)ethyl)carbamate Dimethyl-2-(5-(2-((tert-butoxycarbonyl)amino)ethoxy)-1-oxoisoindolin-2-yl)pentanedioate